C(C)(C)(C)OC(=O)N(CC(=O)[C@H]1CN(C[C@H]1CC)C(=O)OCC1=CC=CC=C1)C=1N=C2C(=NC1)N(C=C2)S(=O)(=O)C2=CC=C(C)C=C2 (3R,4S)-benzyl 3-(2-((tert-butoxycarbonyl)(5-tosyl-5H-pyrrolo[2,3-b]pyrazin-2-yl) amino) acetyl)-4-ethylpyrrolidine-1-carboxylate